Cl.CN(C=1C2=C(N=CN1)SC(=C2)CC(F)(F)F)C2(CCCC2)O {methyl[6-(2,2,2-trifluoroethyl)thieno[2,3-d]pyrimidin-4-yl]amino}cyclopentan-1-ol hydrochloride